1-(N-boc-pyrrolidin-3-yl)-4-amino-3-(7-methoxy-5-methylbenzo[b]thiophen-2-yl)-1,6-dihydro-7H-pyrazolo[3,4-d]pyridazin-7-one C(=O)(OC(C)(C)C)N1CC(CC1)N1N=C(C2=C1C(NN=C2N)=O)C2=CC1=C(S2)C(=CC(=C1)C)OC